FC=1C=C2C(=NC1)NC=C2NC(=O)NC=2C=NC(=CC2)N2CCOCC2 1-(5-fluoro-1H-pyrrolo[2,3-b]pyridin-3-yl)-3-(6-morpholinopyridin-3-yl)urea